β,β,6-trifluoro-2-pyridinepropanoic acid FC(CC(=O)O)(C1=NC(=CC=C1)F)F